O[C@@H]([C@H](CO[C@H]1O[C@@H]([C@@H]([C@@H]([C@H]1O)O)O)CO)NC(CCCCCCCCCCCCCCCCCCCCCCCCC1COC1)=O)[C@@H](CCCCCCCCCCCCCC)O N-[(2S,3S,4R)-3,4-dihydroxy-1-{[(2S,3R,4S,5R,6R)-3,4,5-trihydroxy-6-(hydroxymethyl)oxan-2-yl]oxy}octadecan-2-yl]-25-(oxetan-3-yl)pentacosanamide